P(=O)(O)(O)O[C@H]1C[C@@H](O[C@@H]1COP(=O)(O)O)N1C(=O)NC(=O)C=C1 deoxyuridine 3',5'-diphosphate